(S)-2-amino-4-((2-(methylsulfonyl)ethyl)(4-(5,6,7,8-tetrahydro-1,8-naphthyridin-2-yl)butyl)amino)butanoic acid hydrochloride Cl.N[C@H](C(=O)O)CCN(CCCCC1=NC=2NCCCC2C=C1)CCS(=O)(=O)C